(S)-N-methyl-4-((4-(4-(pyrrolidin-2-yl)-1H-pyrazol-1-yl)-5-(trifluoromethyl)pyrimidin-2-yl)amino)benzenesulfonamide CNS(=O)(=O)C1=CC=C(C=C1)NC1=NC=C(C(=N1)N1N=CC(=C1)[C@H]1NCCC1)C(F)(F)F